6-amino-2,3-bis(difluoromethyl)-7-(3-methoxy-2,6-dimethyl-phenyl)benzimidazole-5-carbonitrile NC=1C(=CC2=C(N=C(N2C(F)F)C(F)F)C1C1=C(C(=CC=C1C)OC)C)C#N